ClC1=CC(=NC=C1)N1C=C(C2=C1N=CN=C2N2C[C@H](N(C[C@@H]2C)C(=O)OC(C)(C)C)C)N2C(CC2)=O Tert-Butyl (2R,5S)-4-(7-(4-chloropyridin-2-yl)-5-(2-oxoazetidin-1-yl)-7H-pyrrolo[2,3-d]pyrimidin-4-yl)-2,5-dimethylpiperazine-1-carboxylate